(S)-N-(1-cyclopropylethyl)-6-(2,6-difluoro-3,5-dimethoxyphenyl)-2-(methylthio)pyrido[3,4-d]pyrimidine-8-amine C1(CC1)[C@H](C)NC1=NC(=CC2=C1N=C(N=C2)SC)C2=C(C(=CC(=C2F)OC)OC)F